2-chloro-4-(3-(4-(4-formylpiperidin-1-yl)phenyl)-4,4-dimethyl-5-oxo-2-thioxoimidazolidin-1-yl)benzonitrile ClC1=C(C#N)C=CC(=C1)N1C(N(C(C1=O)(C)C)C1=CC=C(C=C1)N1CCC(CC1)C=O)=S